(10-phenyl-anthracene-9-yl)boric acid C1(=CC=CC=C1)C1=C2C=CC=CC2=C(C2=CC=CC=C12)OB(O)O